1-((S*)-4-methyl-4-azaspiro[2.5]octan-7-yl)-1H-pyrazol CN1C2(CC2)C[C@H](CC1)N1N=CC=C1 |o1:6|